O=S(=O)([O-])C1C=CC(C2C3=NC(=C(C4C=CC(S(=O)(=O)[O-])=CC=4)C4=CC=C(N4)C(C4C=CC(S(=O)(=O)[O-])=CC=4)=C4C=CC(N4)=C(C4C=CC(S(=O)(=O)[O-])=CC=4)C4=NC=2C=C4)C=C3)=CC=1.[Na+].[Na+].[Na+].[Na+] Tetrakis(4-sulfonatophenyl)Porphyrin